4-((R)-4-propenoyl-3-methylpiperazin-1-yl)-7-(2-amino-7-fluorobenzo[d]thiazol-4-yl)-8-chloro-6-fluoro-1-(2-isopropyl-4-methylpyridin-3-yl)-2-oxo-1,2-dihydroquinoline-3-carbonitrile C(C=C)(=O)N1[C@@H](CN(CC1)C1=C(C(N(C2=C(C(=C(C=C12)F)C1=CC=C(C2=C1N=C(S2)N)F)Cl)C=2C(=NC=CC2C)C(C)C)=O)C#N)C